O[C@H](C(=O)O)CC(=O)O (2S)-2-Hydroxybutanedioic acid